ClC1=C(C=CC(=C1)OC1=CC=CC=C1)C(C1=CNC2=C1C1=C(NC(C(N1)(C)COC([2H])([2H])[2H])=O)C=N2)O 9-((2-Chloro-4-phenoxyphenyl)(hydroxy)methyl)-2-((methoxy-d3)methyl)-2-methyl-1,2,4,7-Tetrahydro-3H-pyrrolo[3',2':5,6]pyrido[3,4-b]pyrazin-3-one